trans-4-(5-chlorobenzofuran-2-carboxamido)cyclohexane-1-carboxylic acid ClC=1C=CC2=C(C=C(O2)C(=O)N[C@@H]2CC[C@H](CC2)C(=O)O)C1